N1N=CC2=CC=C(C=C12)SC1=C(C(=O)NC)C=CC=C1 2-(1H-indazol-6-ylthio)-N-methyl-Benzamide